1-chloro-4-(2-chloro-4-methylphenyl)isoquinolin-7-ol ClC1=NC=C(C2=CC=C(C=C12)O)C1=C(C=C(C=C1)C)Cl